C1(=CC=CC=C1)N1N=CC(=C1)C=O phenyl-1H-pyrazole-4-carbaldehyde